N=CCN[C@@H](CC(=O)O)C(=O)O N-(2-iminoethyl)-aspartic acid